morpholino-[1-[[4-[5-(trifluoromethyl)-1,2,4-oxadiazol-3-yl]phenyl]methyl]pyrazol-4-yl]methanone O1CCN(CC1)C(=O)C=1C=NN(C1)CC1=CC=C(C=C1)C1=NOC(=N1)C(F)(F)F